8-acetyl-2-(4-(1-ethoxyvinyl)piperazin-1-yl)-3,6-dimethylquinazolin-4(3H)-one C(C)(=O)C=1C=C(C=C2C(N(C(=NC12)N1CCN(CC1)C(=C)OCC)C)=O)C